tert-butyl 9-(3-((3'-((2-chloro-4-formyl-5-hydroxyphenoxy) methyl)-2,2'-dimethyl-[1,1'-biphenyl]-3-yl) oxy) propyl)-2,9-diazaspiro[5.5]undecane-2-carboxylate ClC1=C(OCC=2C(=C(C=CC2)C2=C(C(=CC=C2)OCCCN2CCC3(CCCN(C3)C(=O)OC(C)(C)C)CC2)C)C)C=C(C(=C1)C=O)O